N1=C(C=CC=C1)CNC1=NC(=NC=C1C(=O)N)NC1=CC2=C(OCC(CN2)O)C=C1 4-((pyridin-2-ylmethyl)amino)-2-((3-hydroxy-2,3,4,5-tetrahydro-benzo[b][1,4]oxazepin-7-yl)amino)pyrimidine-5-carboxamide